OC(CC[C@H]1[C@@H]2C[C@@H]3C(C(O[C@@H]3C[C@]12C)=O)=C)C (1R,3S,4S,5R,7R)-4-(3-hydroxybutyl)-5-methyl-10-methylidene-8-oxatricyclo[5.3.0.03,5]decan-9-one